COC1=CC=C2C=C(N(C2=C1)C1=NC=CC=C1)C 6-methoxy-2-methyl-1-(pyridin-2-yl)-1H-indole